CC1(C2=CC(=CC=C2C(C=2C3=C(OC21)C=CC=C3)=O)OCCCN3CCNCC3)C 6,6-Dimethyl-8-(3-piperazin-1-yl-propoxy)-6H-benzo[b]naphtho[2,3-d]furan-11-one